C1(CCCCC1)C1=NC(=NO1)C1=CC=C(C2=CC=CC=C12)CN1CC(C1)C(=O)O 1-((4-(5-cyclohexyl-1,2,4-oxadiazol-3-yl)naphthalen-1-yl)methyl)azetidine-3-carboxylic acid